C(C)(C)(C)OC(=O)N1C[C@H](CC1)[C@@H](C(=O)OC(C)(C)C)CC1=CC(=CC(=C1)CC=C)OC (3R)-3-[(2S)-1-(tert-butoxy)-3-[3-methoxy-5-(prop-2-en-1-yl)phenyl]-1-oxopropane-2-yl]pyrrolidine-1-carboxylic acid tert-butyl ester